C1(=CC=CC2=CC=CC=C12)C(=O)N1CCN(CC1)C(C(CCCCNC(C=C)=O)NC(CC)=O)=O N-(6-(4-(1-naphthoyl)piperazin-1-yl)-6-oxo-5-propionamidohexyl)acrylamide